C(#N)C=1C2=C(SC1C(F)(F)P(OCC)(O)=O)C(=CC(=C2)C=O)OCCCS(N)(=O)=O ethyl hydrogen ((3-cyano-5-formyl-7-(3-sulfamoylpropoxy)benzo[b]thiophen-2-yl)difluoromethyl)phosphonate